FC(C(=O)O)(F)F.FC(C(=O)O)(F)F.NC1=CC=C(C(=N1)C)CNC([C@H](C)NC(=O)[C@@H]1NC[C@H](C1)CC1=CC(N(C=C1)C)=O)=O (2R,4S)-N-((S)-1-(((6-amino-2-methylpyridin-3-yl)methyl)amino)-1-oxopropan-2-yl)-4-((1-methyl-2-oxo-1,2-dihydropyridin-4-yl)methyl)pyrrolidine-2-carboxamide bis-trifluoroacetate